O=C1NC(CCC1N1C(C=2C=C3C(=CC2C1=O)CCN(CC3)C(=O)OC(C)(C)C)=O)=O tert-butyl 2-(2,6-dioxopiperidin-3-yl)-1,3-dioxo-2,3,5,6,8,9-hexahydroazepino[4,5-f]isoindole-7(1H)-carboxylate